C1(CC1)C1=NC=C(C=N1)C(=O)N([C@H]1[C@@H](CC2=CC=CC=C12)O)CC=1C=CC=2C3=C(C(=NC2C1)NC(OC(C)(C)C)=O)COC3 tert-butyl N-(7-{[1-(2-cyclopropylpyrimidin-5-yl)-N-[(1R,2R)-2-hydroxy-2,3-dihydro-1H-inden-1-yl]formamido]methyl}-1H,3H-furo[3,4-c]quinolin-4-yl)carbamate